NC1=NC=C(C=2N=C(N=CC21)NC2CCC(CC2)O)C#CC2CC2 (1R,4R)-4-((5-amino-8-(cyclopropylethynyl)pyrido[4,3-d]pyrimidin-2-yl)amino)cyclohexane-1-ol